2-(diethylamino)-4-hydroxy-5-formyl-6-methylbenzenesulfonic acid C(C)N(C1=C(C(=C(C(=C1)O)C=O)C)S(=O)(=O)O)CC